ClC1=CC=C(C=C1)C1=CC(=NC(=N1)C=1C=NC=CC1)N1C[C@H](N(CC1)C(=O)OC(C)(C)C)CO tert-butyl (S)-4-(6-(4-chlorophenyl)-2-(pyridin-3-yl)pyrimidin-4-yl)-2-(hydroxymethyl)piperazine-1-carboxylate